FC(C1=CC=C(C=C1)NC=1C(=NC=CN1)C(=O)OC)(F)F methyl 3-(4-trifluoromethyl-phenylamino)-pyrazine-2-carboxylate